4-Bromobenzyl (Z)-3-aminobut-2-enoate N\C(=C/C(=O)OCC1=CC=C(C=C1)Br)\C